Methyl (E)-3-(3-((2-(3-((4-(hydroxymethyl)-1H-indol-5-yl)oxy)phenyl)thiazol-4-yl)methyl)phenyl)acrylate OCC1=C2C=CNC2=CC=C1OC=1C=C(C=CC1)C=1SC=C(N1)CC=1C=C(C=CC1)/C=C/C(=O)OC